4-[5-(pyrrolidin-1-yl)-[1,2,4]triazolo[1,5-a]pyrimidin-7-yl]benzonitrile N1(CCCC1)C1=NC=2N(C(=C1)C1=CC=C(C#N)C=C1)N=CN2